(S)-2-((1-(2-(bis(3-cyclopropylphenyl)methyl)-2-methylhydrazineyl)-1-oxopropan-2-yl)carbamoyl)-4-methoxypyridin-3-yl isobutyrate C(C(C)C)(=O)OC=1C(=NC=CC1OC)C(N[C@H](C(=O)NN(C)C(C1=CC(=CC=C1)C1CC1)C1=CC(=CC=C1)C1CC1)C)=O